3,4-Diiodobenzoic acid IC=1C=C(C(=O)O)C=CC1I